BrC(CCCC(CSCC(=O)OCC)(C)C)C=1C=C(C=CC1)CC(C(=O)OCC)C Ethyl 3-(3-(1-bromo-6-((2-ethoxy-2-oxoethyl)thio)-5,5-dimethylhexyl)phenyl)-2-methylpropanoate